6-(4-fluorobenzyl)-2,3,8-trihydroxy-6H-dibenzo[c,e][1,2]thiazine FC1=CC=C(CN2SC3=C(C4=C2C=C(C=C4)O)C=C(C(=C3)O)O)C=C1